5-(1H-indol-3-yl)-oxazole-4-carboxylic acid N1C=C(C2=CC=CC=C12)C1=C(N=CO1)C(=O)O